N-(1-methyl-2-(pyridin-2-yl)-1H-pyrrolo[3,2-c]pyridin-6-yl)cyclopropanecarboxamide CN1C(=CC=2C=NC(=CC21)NC(=O)C2CC2)C2=NC=CC=C2